2-(4-fluorophenoxy)ethan-1-amine FC1=CC=C(OCCN)C=C1